tert-butyl N-[4-({[1-(2,4-dihydroxyphenyl)ethyl]amino}methyl)-3-fluoropyridin-2-yl]carbamate OC1=C(C=CC(=C1)O)C(C)NCC1=C(C(=NC=C1)NC(OC(C)(C)C)=O)F